CC=1C=C(C=CC1N1CCCC1)NC(NC1=CC=CC=C1)=O 3-[3-methyl-4-(pyrrolidin-1-yl)phenyl]-1-phenylurea